CC(C)(C)S(=O)NC(CCC=C)C=1OC=CN1 2-methyl-N-(1-oxazol-2-yl-pent-4-enyl)propane-2-sulfinamide